diazineamide N1=NC(=CC=C1)C(=O)N